C(C=C)(=O)OC=C acryloxyethylene